rac-tert-butyl {[4-(4-methyl-1,2,5-oxadiazol-3-yl)-2,5-dioxoimidazolidin-4-yl]methyl}carbamate CC=1C(=NON1)[C@]1(NC(NC1=O)=O)CNC(OC(C)(C)C)=O |r|